Cl(=O)(=O)(=O)O.OC(C)C1=NC=CN1C 1-hydroxyethyl-3-methylimidazole perchlorate salt